[Si](C)(C)(C(C)(C)C)OCCCCCCCCCCC(CCCCOS(=O)(=O)C1=CC=C(C=C1)C)(O)CCCCCCCCCCO[Si](C)(C)C(C)(C)C 4-Methylbenzenesulfonic acid 15-((tert-butyldimethylsilyl) oxy)-5-(10-((tert-butyldimethylsilyl) oxy) decyl)-5-hydroxypentadecyl ester